3-(6-aminopyridin-3-yl)-N-(4-(6-(cyclopropanecarboxamido)hexyl)-1-phenyl-1H-imidazol-2-yl)benzamide NC1=CC=C(C=N1)C=1C=C(C(=O)NC=2N(C=C(N2)CCCCCCNC(=O)C2CC2)C2=CC=CC=C2)C=CC1